Fructose bisphosphonate P(O)(O)=O.P(O)(O)=O.OCC(=O)[C@@H](O)[C@H](O)[C@H](O)CO